1-(5-bromothiazol-2-yl)azepin-3-ol BrC1=CN=C(S1)N1C=C(C=CC=C1)O